COC=1C(=NC=C(C1)CN1C[C@H](NCC1)C1=C(C=CC=C1)C)N1CCOCC1 4-(3-methoxy-5-{[(3R)-3-(2-methylphenyl)piperazin-1-yl]methyl}pyridin-2-yl)morpholine